2-(((2-methoxyethyl)amino)methyl)-4-methylquinuclidin-3-one COCCNCC1N2CCC(C1=O)(CC2)C